N-(4-methoxy-2-methylphenyl)-1-[5-(pyridin-4-yl)-1H-pyrazole-3-carbonyl]piperidine-4-carboxamide COC1=CC(=C(C=C1)NC(=O)C1CCN(CC1)C(=O)C1=NNC(=C1)C1=CC=NC=C1)C